ClC1=NN2C(N=CC3=C2C(CC3C(=O)NC=3C=NC(=C(C3)Cl)N3N=NC(=C3)C3COC3)(C)C)=C1 2-chloro-N-(5-chloro-6-(4-(oxetan-3-yl)-1H-1,2,3-triazol-1-yl)pyridin-3-yl)-8,8-dimethyl-7,8-dihydro-6H-cyclopenta[e]pyrazolo[1,5-a]pyrimidine-6-carboxamide